3-(7,8-dimethyl-6-((6-(oxetane-3-yl)-5,6,7,8-tetrahydro-1,6-naphthyridin-2-yl)methoxy)-[1,2,4]triazolo[4,3-b]pyridazine-3-yl)-5-methylisoxazole CC1=C(C=2N(N=C1OCC1=NC=3CCN(CC3C=C1)C1COC1)C(=NN2)C2=NOC(=C2)C)C